S-ethyl thiosulfate (S-ethyl ethanesulfinothioate) C(C)S=S(O)CC.S(=O)(=O)(SCC)O